COC=1N=C2C(=CC=NC2=CC1OC)OC1=CC=C(C=C1)NC(=O)C=1C(N(N=CC1COC)C1=CC=C(C=C1)F)=O N-[4-[(6,7-Dimethoxy-1,5-naphthyridin-4-yl)oxy]phenyl]-2-(4-fluorophenyl)-5-(methoxymethyl)-3-oxopyridazine-4-carboxamide